C(#C)C1(CCCC1)NC(=O)C1=NC=CC(=C1)NC(CC1=CC=C2C=NNC2=C1)=O N-(1-ethynyl-cyclopentyl)-4-[[2-(1H-indazol-6-yl)acetyl]amino]pyridine-2-carboxamide